3-(4-((S)-2-((1R,3s,5S)-bicyclo[3.1.0]hexan-3-yl)-2-(1,2,3,4-tetrahydropyrrolo[1,2-a]pyrazine-6-carboxamido)acetamido)phenyl)-2,4-dimethylpyridine 1-oxide [C@H]12CC(C[C@@H]2C1)[C@@H](C(=O)NC1=CC=C(C=C1)C=1C(=[N+](C=CC1C)[O-])C)NC(=O)C1=CC=C2N1CCNC2